FC1=CC(=C(C=C1)NC1=C(C(=O)O)C=C(C=C1)OC(F)(F)F)C 2-((4-fluoro-2-methylphenyl)amino)-5-(trifluorometh-oxy)benzoic acid